C(#N)C1=C(C=C(C=C1CC)CC)C1=C(C=NN1C)C1=CC=C2C(NN=C(C2=C1)CNC(OC(C)(C)C)=O)=O tert-butyl N-[[7-[5-(2-cyano-3,5-diethyl-phenyl)-1-methyl-pyrazol-4-yl]-4-oxo-3H-phthalazin-1-yl]methyl]carbamate